[Mg].ClC(C(=O)C1=CN(C=C1)C1(COCC1)C)(Cl)Cl 2,2,2-trichloro-1-[1-(3-methyltetrahydrofuran-3-yl)pyrrol-3-yl]ethanone magnesium